C(C1=CC=CC=C1)(=O)NN=C(C)C=1SC(=CN1)C(=O)NC1=NC=C(C(=C1)C(F)(F)F)Cl 2-(1-(2-benzoylhydrazono)ethyl)-N-(5-chloro-4-(trifluoromethyl)pyridin-2-yl)-1,3-thiazole-5-carboxamide